5-(2-(3-fluoro-3-methylazetidin-1-yl)-2-oxoethyl)-3-(6-fluoro-5-methylpyridin-3-yl)thieno[3,2-c]pyridin-4(5H)-one FC1(CN(C1)C(CN1C(C2=C(C=C1)SC=C2C=2C=NC(=C(C2)C)F)=O)=O)C